1,11-undecanedicarboxylic acid triethanolamine salt N(CCO)(CCO)CCO.C(CCCCCCCCCCC(=O)O)C(=O)O